O.C(CC(O)(C(=O)O)CC(=O)O)(=O)O.O.O.C(CC(O)(C(=O)O)CC(=O)O)(=O)O citric acid sesquihydrate